C(C)(C)(C)OC(=O)N1[C@@H]2[C@@H]([C@@H](C[C@H]1CC2)N(C)C2=CN=C(N=N2)Cl)F (1S,2R,3R,5R)-3-[(3-chloro-1,2,4-triazin-6-yl)(methyl)amino]-2-fluoro-8-azabicyclo[3.2.1]Octane-8-carboxylic acid tert-butyl ester